(S)-N1-(7-((2,4-dimethoxybenzyl)amino)-1-methyl-1H-pyrazolo[3,4-c]pyridin-4-yl)-N2-methyl-N2-(7-(trifluoromethyl)isochroman-4-yl)oxalamide COC1=C(CNC=2N=CC(=C3C2N(N=C3)C)NC(C(=O)N([C@@H]3COCC2=CC(=CC=C32)C(F)(F)F)C)=O)C=CC(=C1)OC